NC1=CC(=C(OC2=CC=NC3=CC(=C(C=C23)C(=O)NC)OC)C=C1)F 4-(4-amino-2-fluorophenoxy)-7-methoxy-N-methylquinoline-6-carboxamide